CC(C)(C)C1=C(C(=CC(=C1)C(CC)=O)C(C)(C)C)O 2,6-bis(1,1-dimethylethyl)-4-(1-oxopropyl)phenol